2-bromo-5-hydroxymethyl-1-methyl-4-nitro-1H-imidazole BrC=1N(C(=C(N1)[N+](=O)[O-])CO)C